benzoimidazole N1=CNC2=C1C=CC=C2